6-(4-methoxybenzyl)benzo[d][1,3]dioxol-5-ol COC1=CC=C(CC=2C(=CC3=C(OCO3)C2)O)C=C1